(2r,3s,4r,5r)-2,3,4,5,6-pentahydroxyhexanoic acid O[C@@H](C(=O)O)[C@H]([C@@H]([C@@H](CO)O)O)O